FC=1C=C2C(=C(/C(/C2=CC1)=C/C1=CC=C(C=C1)OCCC1=CC=C(C=C1)F)C)CC(=O)O (Z)-2-(5-Fluoro-1-(4-(4-fluorophenethoxy)benzylidene)-2-methyl-1H-inden-3-yl)acetic acid